Cl.C(C1=CC=CC=C1)OC1CC2(C1)CNCC2C2=CC=CC=C2 2-(benzyloxy)-8-phenyl-6-azaspiro[3.4]octane hydrochloride